(S)-12-oxo-3-(trifluoromethyl)-6a,7,9,10-tetrahydro-12H-pyrazino[2,1-c]Pyrido[2,3-f][1,4]oxazepine-8(6H)-carboxylic acid tert-butyl ester C(C)(C)(C)OC(=O)N1C[C@H]2COC3=C(C(N2CC1)=O)N=CC(=C3)C(F)(F)F